C(#N)C1=C(C=CC(=C1)F)C=1N=C(SC1C)N(C1=C(N=C2N1C=C(C=C2)N2CCN(CC2)CC(=O)NC)CC)C 2-(4-(3-((4-(2-cyano-4-fluorophenyl)-5-methylthiazol-2-yl)(methyl)amino)-2-ethylimidazo[1,2-a]pyridin-6-yl)piperazin-1-yl)-N-methylacetamide